CN(C(/C=C/CC[C@@H](C(=O)NC=1C(N(C=CC1)CC1=NC2=C(N1C(=O)OC(C)(C)C)C=C(C(=C2OC(C)C)F)F)=O)NC(=O)OC)=O)C tert-butyl (S,E)-2-((3-(7-(dimethylamino)-2-((methoxycarbonyl)amino)-7-oxohept-5-enamido)-2-oxopyridin-1(2H)-yl)methyl)-5,6-difluoro-4-isopropoxy-1H-benzo[d]imidazole-1-carboxylate